ethyl (Z)-3-((3-butyl-7-(ethylthio)-2-methyl-1,1-dioxido-5-phenyl-2,3,4,5-tetrahydro-1,2,5-benzothiadiazepin-8-yl)oxy)-2-fluoroacrylate C(CCC)C1N(S(C2=C(N(C1)C1=CC=CC=C1)C=C(C(=C2)O\C=C(\C(=O)OCC)/F)SCC)(=O)=O)C